P(O)(O)(=S)O[C@H]1C[C@@H](O[C@@H]1CO)N1C=NC=2C(=O)NC(N)=NC12 deoxyguanosine-3'-phosphorothioate